3-Chlorobenzyl ((S)-3-cyclohexyl-1-(((2R,3R)-2-hydroxy-6-oxo-1-phenylpiperidin-3-yl)amino)-1-oxopropan-2-yl)carbamate C1(CCCCC1)C[C@@H](C(=O)N[C@H]1[C@H](N(C(CC1)=O)C1=CC=CC=C1)O)NC(OCC1=CC(=CC=C1)Cl)=O